7-bromo-2,4-dimethoxyfuro[3,2-d]pyrimidine BrC1=COC2=C1N=C(N=C2OC)OC